CN1C[C@@](C(CC1)=C)(C)COC1=NC2=C(C(=C(C=C2C=N1)F)C1=CC(=CC2=CC=C(C(=C12)C#C[Si](C(C)C)(C(C)C)C(C)C)F)O[Si](C(C)C)(C(C)C)C(C)C)F 2-(((S)-1,3-dimethyl-4-methylenepiperidin-3-yl)methoxy)-6,8-difluoro-7-(7-fluoro-8-((triisopropylsilyl)ethynyl)-3-((triisopropylsilyl)oxy)naphthalen-1-yl)quinazoline